CCCCCCCCCCCCCC(=O)OC[C@H](COP(=O)([O-])OCC[N+](C)(C)C)OC(=O)CCCC/C=C\C/C=C\C/C=C\CCCCC 1-tetradecanoyl-2-(6Z,9Z,12Z-octadecatrienoyl)-glycero-3-phosphocholine